NC=1C(=NN(C1I)CC1=C(C=CC=C1)F)C(=O)OC methyl 4-amino-1-(2-fluorobenzyl)-5-iodo-1H-pyrazole-3-carboxylate